tert-Butyl {(S)-3-methyl-1-[(4-{[(2S*,4R*)-2-methyl-1-propionyl-1,2,3,4-tetrahydroquinolin-4-yl]amino}phenyl)amino]-1-oxobutan-2-yl}carbamate CC([C@@H](C(=O)NC1=CC=C(C=C1)N[C@@H]1C[C@@H](N(C2=CC=CC=C12)C(CC)=O)C)NC(OC(C)(C)C)=O)C |o1:13,15|